C(C)(C)C(CCC=C)NC1=NC=C(C=C1C(F)(F)F)[N+](=O)[O-] N-(1-isopropylpent-4-enyl)-5-nitro-3-(trifluoromethyl)pyridin-2-amine